5-(8-fluoro-3-methylimidazo[1,2-a]pyridin-6-yl)-N-(cis-4-methoxycyclohexyl)-7H-pyrrolo[2,3-d]pyrimidin-2-amine FC=1C=2N(C=C(C1)C1=CNC=3N=C(N=CC31)N[C@@H]3CC[C@@H](CC3)OC)C(=CN2)C